Methyl 4-(4-((1-(3-fluoropropyl)azetidin-3-yl)methyl)phenyl)-2H-thiochromene-7-carboxylate FCCCN1CC(C1)CC1=CC=C(C=C1)C1=CCSC2=CC(=CC=C12)C(=O)OC